4-[4-(1,3-Benzothiazol-2-yl)piperidin-1-yl]-1,7-dimethyl-2-oxo-1,2-dihydroquinoline-3-carbonitrile S1C(=NC2=C1C=CC=C2)C2CCN(CC2)C2=C(C(N(C1=CC(=CC=C21)C)C)=O)C#N